racemic-((5R,9S)-3-(3-Fluorophenyl)-2-methyl-4,5,6,7,8,9-hexahydro-2H-5,9-epiminocycloocta[c]pyrazol-10-yl)(1-phenyl-1H-1,2,4-triazol-3-yl)methanone FC=1C=C(C=CC1)C1=C2C(=NN1C)[C@@H]1CCC[C@H](C2)N1C(=O)C1=NN(C=N1)C1=CC=CC=C1 |r|